C(C)(C)C1=C(C=CC=C1)C=1C=C2C(CC3(CNCC3)C2=CC1)O 5-(2-isopropylphenyl)-2,3-dihydrospiro[indene-1,3'-pyrrolidin]-3-ol